N-(2-(3-fluoro-5-chloropyridin-2-yl)ethyl)-5-chloro-6-methylpyrimidin-4-amine FC=1C(=NC=C(C1)Cl)CCNC1=NC=NC(=C1Cl)C